Cl.N[C@H]1CN(C[C@@H](C1)F)C(=O)C1=CC2=C(N(C(=N2)C2=CC3=C(N=CS3)N2CC2CCC2)C)C(=C1)OC ((3R,5R)-3-amino-5-fluoropiperidin-1-yl)(2-(4-(cyclobutylmethyl)-4H-pyrrolo[2,3-d]thiazol-5-yl)-7-methoxy-1-methyl-1H-benzo[d]imidazol-5-yl)methanone hydrochloride